5-bromo-2-chloro-N-(3-methoxy-2,6-dimethylphenyl)pyrimidin-4-amine BrC=1C(=NC(=NC1)Cl)NC1=C(C(=CC=C1C)OC)C